FC(F)OCC(C(F)F)(F)F 2,2,3,3-tetrafluoropropyl difluoromethyl ether